6-(oxocyclopent-3-yl)-N-[5-(piperazin-1-ylmethyl)pyridin-2-yl]-8-piperidin-1-ylpyrido[3,4-d]pyrimidin-2-amine O=C1CC(CC1)C1=CC2=C(N=C(N=C2)NC2=NC=C(C=C2)CN2CCNCC2)C(=N1)N1CCCCC1